4-(7-fluoro-imidazo[1,2-a]pyridin-3-yl)-7-((5-((S)-1-((S)-3-hydroxy-piperidin-1-yl)ethyl)pyridin-2-yl)amino)isoindolin-1-one FC1=CC=2N(C=C1)C(=CN2)C2=C1CNC(C1=C(C=C2)NC2=NC=C(C=C2)[C@H](C)N2C[C@H](CCC2)O)=O